(E)-6-chloro-1-[3-(4-(3,5-dimethoxyphenyl)phenoxy)propyl]-1H-indole ClC1=CC=C2C=CN(C2=C1)CCCOC1=CC=C(C=C1)C1=CC(=CC(=C1)OC)OC